P(OC1=C(C=CC=C1C(C)(C)C)C(C)(C)C)(OC1=C(C=CC=C1C(C)(C)C)C(C)(C)C)OCCCCCCCC bis(2,6-di-tert-butylphenyl) octyl phosphite